7-Azetidin-1-yl-2-p-tolyl-imidazo[1,2-a]pyridine N1(CCC1)C1=CC=2N(C=C1)C=C(N2)C2=CC=C(C=C2)C